OC(=O)CCCN[C@@H](CN1C(N(C(=C(C1=O)C1=C(C(=CC=C1)OC)F)C)CC1=C(C=CC=C1C(F)(F)F)F)=O)C1=CC=CC=C1 3-[2(R)-{hydroxycarbonylpropyl-amino}-2-phenylethyl]-5-(2-fluoro-3-methoxyphenyl)-1-[2-fluoro-6-(trifluoromethyl)benzyl]-6-methyl-pyrimidine-2,4(1H,3H)-dione